C(C)(=O)C1=C(C=CC=C1)NC(=O)C1=NC=CC=C1C N-(2-acetylphenyl)-3-methylpyridinamide